3-{2-methoxy-4-[(6-phenyl-5-hexylcarbonylamino)methyl]phenoxycarbonyl}propanoic acid COC1=C(OC(=O)CCC(=O)O)C=CC(=C1)CNC(=O)C(CCCC)CC1=CC=CC=C1